6-[[5-bromo-2-(3-chloro-2-pyridyl)pyrazole-3-carbonyl]amino]-2,7-dimethyl-1,3-benzothiazole-5-carboxamide BrC=1C=C(N(N1)C1=NC=CC=C1Cl)C(=O)NC1=C(C2=C(N=C(S2)C)C=C1C(=O)N)C